4'-{[(3S)-3-ethyl-1-{[4-(propan-2-yl)phenyl]carbamoyl}-L-prolyl]amino}[1,1'-biphenyl]-4-carboxylic acid C(C)[C@@H]1[C@H](N(CC1)C(NC1=CC=C(C=C1)C(C)C)=O)C(=O)NC1=CC=C(C=C1)C1=CC=C(C=C1)C(=O)O